3-(4-(tert-butyl)benzoylamino)-5-(1-(4-(trifluoromethyl)phenyl)-1H-pyrazol-4-yl)benzofuran-2-carboxylic acid C(C)(C)(C)C1=CC=C(C(=O)NC2=C(OC3=C2C=C(C=C3)C=3C=NN(C3)C3=CC=C(C=C3)C(F)(F)F)C(=O)O)C=C1